C1(CC1)C1=NC=NC(=C1C=1N=C(C=2C(N1)=NC(C(C2)C=2N(N=CN2)C)=O)C)OC 2-(4-cyclopropyl-6-methoxypyrimidin-5-yl)-4-methyl-6-(2-methyl-1,2,4-triazol-3-yl)pyrido[2,3-d]pyrimidin-7-one